CN1C(=NC=C1)C=1SC2=C(N1)C=CC=C2 2-(1-methyl-1H-imidazol-2-yl)benzo[d]thiazol